1-methyl-1,2,3,6-tetrahydropyridine-4-boronic acid pinacol ester CN1CCC(=CC1)B1OC(C)(C)C(C)(C)O1